O=C1NC2=C(N1C1CCN(CC1)C(=O)OC(C)(C)C)C=CC=C2 tert-butyl 4-(2-oxo-3H-benzimidazol-1-yl)piperidine-1-carboxylate